ClC1=C(C=CC=C1C1=C(C(=NC=C1)C1=CC2=C(CNCCO2)C=C1)Cl)C1=CC=C(C(=N1)OC)CNC[C@H]1CCC(N1)=O (R)-5-((((6-(2-chloro-3-(3-chloro-2-(2,3,4,5-tetrahydrobenzo[f][1,4]oxazepin-8-yl)pyridin-4-yl)phenyl)-2-methoxypyridin-3-yl)methyl)amino)methyl)pyrrolidin-2-one